7-([1,1'-Biphenyl]-4-ylmethyl)-2,6-dichloro-7H-purine C1(=CC=C(C=C1)CN1C=NC2=NC(=NC(=C12)Cl)Cl)C1=CC=CC=C1